N1=C(C=CC=C1)C=1NC2=CC=CC=C2C1 PYRIDINYL-INDOLE